CS(=O)(=O)OCC Ethyl Methansulfonate